C1(CC1)NC(CN(C)C=1C2=C(N=C(N1)C1=NC=CC(=C1)OCC(C)(C)O)CCC2)=O N-cyclopropyl-2-({2-[4-(2-hydroxy-2-methylpropoxy)pyridin-2-yl]-5H,6H,7H-cyclopenta[d]pyrimidin-4-yl}(methyl)amino)acetamide